propyl-propylsulfonamide C(CC)NS(=O)(=O)CCC